1-(2,6-difluorobenzyl)-3-(6-methoxypyridazin-3-yl)-5-methyl-6-(4-nitrophenyl)thieno[2,3-d]pyrimidine-2,4(1H,3H)-dione FC1=C(CN2C(N(C(C3=C2SC(=C3C)C3=CC=C(C=C3)[N+](=O)[O-])=O)C=3N=NC(=CC3)OC)=O)C(=CC=C1)F